C1(CCCCC1)N1CCN(C2=CC=CC=C12)C(C(C)N1CCN(CC1)C)=O 1-(4-cyclohexyl-3,4-dihydroquinoxalin-1(2H)-yl)-2-(4-Methylpiperazin-1-yl)propan-1-one